1-(3-((4-((2,3-dihydro-1H-inden-4-yl)amino)-7-methoxyquinazolin-6-yl)oxy)-8-azabicyclo[3.2.1]octan-8-yl)prop-2-yn-1-one C1CCC2=C(C=CC=C12)NC1=NC=NC2=CC(=C(C=C12)OC1CC2CCC(C1)N2C(C#C)=O)OC